1-methylcyclopropane-1-carboxylic acid ethyl ester C(C)OC(=O)C1(CC1)C